tert-butyl (4-fluorophenethyl)(3-oxopropyl)carbamate FC1=CC=C(CCN(C(OC(C)(C)C)=O)CCC=O)C=C1